OCCC[C@](CCC=C)(S(=O)(=O)N(CC1=CC=C(C=C1)OC)CC1=CC=C(C=C1)OC)C (S)-1-HYDROXY-N,N-BIS(4-METHOXYBENZYL)-4-METHYLOCT-7-ENE-4-SULFONAMIDE